NC1=C2C(=NC=N1)N(N=C2C2=CC=C(C=C2)OC2=CC=CC=C2)C2CCN(CC2)C(CCCCSC2=CC(=C1C(N(C(C1=C2)=O)C2C(NC(CC2)=O)=O)=O)F)=O 6-((5-(4-(4-amino-3-(4-phenoxyphenyl)-1H-pyrazolo[3,4-d]pyrimidin-1-yl)piperidin-1-yl)-5-oxopentyl)sulfanyl)-2-(2,6-dioxopiperidin-3-yl)-4-fluoroisoindoline-1,3-dione